2-ethoxy-1-((2-methoxy-2-phenylvinyl)oxy)-4-methylbenzene C(C)OC1=C(C=CC(=C1)C)OC=C(C1=CC=CC=C1)OC